trifluoromethyl (pyrrol-1-yloxy)carboxylate N1(C=CC=C1)OC(=O)OC(F)(F)F